BrC1=CC(=NC=C1)OCC1=NC=CC=C1 4-Bromo-2-(pyridin-2-ylmethoxy)pyridine